C(C)(C)(C)NC(=O)NC=1C=CC2=C(O[C@H](C(N2CC2=CC(=CC=C2)Cl)=O)C)C1 (S)-1-(tert-butyl)-3-(4-(3-chlorobenzyl)-2-methyl-3-oxo-3,4-dihydro-2H-benzo[b][1,4]oxazin-7-yl)urea